C1(CC1)[C@]1(C(N(C[C@H]1C)C=1C=2N(N=CC1)C=C(C2)C=2N=C1N(C2)CCC1)=O)C#N (3R,4S)-3-cyclopropyl-1-[6-(6,7-dihydro-5H-pyrrolo[1,2-a]imidazol-2-yl)pyrrolo[1,2-b]pyridazin-4-yl]-4-methyl-2-oxopyrrolidine-3-carbonitrile